(Z)-1,5-cyclooctadiene C/1=C/CCC=CCC1